Cl.NCCC(C)(C)NC(OC(C)(C)C)=O tert-butyl N-(4-amino-2-methylbutan-2-yl)carbamate hydrochloride